C(C1=CC=CC=C1)(=O)ON(CC1=CC=C(C=C1)C(F)(F)F)CC1=CC=CC=C1 O-benzoyl-N-benzyl-N-(4-(trifluoromethyl)benzyl)hydroxylamine